CC(CC1=CC2=C(OC(O2)C)C=C1)N alpha,2-Dimethyl-1,3-benzodioxole-5-ethanamine